Cl.O=S1(CCN(CC1)C1CNCC=2C=CC(=NC12)C(=O)O)=O 8-(1,1-dioxothiomorpholino)-5,6,7,8-tetrahydro-1,6-naphthyridine-2-carboxylate hydrochloride